ClC=1C=C(\C=N\C2=CC=C(C(=O)O)C=C2)C=C(C1OC(\C=C\C1=CC(=CC=C1)Cl)=O)OC 4-((E)-((E)-3-chloro-4-((E)-3-(3-chlorophenyl)acryloyloxy)-5-methoxybenzylidene)amino)benzoic acid